4-(3-tert-butyl-2,2,4,4-tetramethyl-pentoxy)phthalonitrile C(C)(C)(C)C(C(COC=1C=C(C(C#N)=CC1)C#N)(C)C)C(C)(C)C